C(C)(C)(C)OC(=O)N1[C@@H](CN(CC1)C=1C(NC(NC1)=O)=O)C.OC1=C(C=C(C=C1C1=CC=C(C=C1)C=1C=NC=CC1)C1=CC=C(C=C1)C=1C=NC=CC1)C1=NC=CC=C1 2-(2-hydroxy-3,5-bis(4-pyridin-3-ylphenyl)phenyl)pyridine tert-butyl-(R)-4-(2,4-dioxo-1,2,3,4-tetrahydropyrimidin-5-yl)-2-methylpiperazine-1-carboxylate